C1(CC1)(CO)CO (cyclopropane-1,1-diyl)dimethanol